ClC=1C=CC=C2C(=CC(=NC12)NC1=NC=CC(=C1)C(F)(F)F)NCCN1CCOCC1 8-chloro-N4-(2-morpholinoethyl)-N2-(4-(trifluoromethyl)pyridin-2-yl)quinoline-2,4-diamine